2-(6-(((1R,2S,3S,5S)-2-fluoro-8-azabicyclo[3.2.1]octan-3-yl)(methyl)amino)pyridazin-3-yl)-5-(1H-imidazol-1-yl)phenol F[C@H]1[C@H]2CC[C@@H](C[C@@H]1N(C1=CC=C(N=N1)C1=C(C=C(C=C1)N1C=NC=C1)O)C)N2